C(C(\C=C/CCCCCCC)C(=O)O)C(=O)O cis-3-undecene-1,2-dicarboxylic acid